CC1=CC(=NC(=N1)C1(CC1)C)N1CC2(C=3C=NC(=CC31)NC(C)=O)CC2 N-(1'-(6-methyl-2-(1-methylcyclopropyl)pyrimidin-4-yl)-1',2'-dihydrospiro[cyclopropane-1,3'-pyrrolo[3,2-c]pyridin]-6'-yl)acetamide